F[P-](F)(F)(F)(F)F.C1(=CC=CC=C1)[S+]1C=2C=CC=CC2SC2=CC=CC=C12 S-(phenyl)thianthrenium hexafluorophosphate